1,5-dimethyl (2R)-2-aminopentanedioate hydrochloride Cl.N[C@@H](C(=O)OC)CCC(=O)OC